NC=1C=CC=2NC3=CC=CC=C3OC2C1 3-amino-10H-phenoxazine